(4-((dimethylamino)methyl)-3-(trifluoromethyl)phenyl)boronic Acid CN(C)CC1=C(C=C(C=C1)B(O)O)C(F)(F)F